4-(4-chloro-2-fluorophenyl)-7-methyl-2-((2s,4s)-2-(2-methyl-4-pyridyl)tetrahydro-2H-pyran-4-yl)pyrido[2,3-d]pyrimidine ClC1=CC(=C(C=C1)C=1C2=C(N=C(N1)[C@@H]1C[C@H](OCC1)C1=CC(=NC=C1)C)N=C(C=C2)C)F